ClC1=CC=C(CC=2C(=C(SC2C)C)C(=O)O)C=C1 4-(4-chlorobenzyl)-2,5-dimethylthiophene-3-carboxylic acid